COC=1C=C2C(=C(C=NC2=CC1)C(=O)N1CCN(CC1)C(C)=O)N1CCC2(OCCO2)CC1 1-(4-(6-Methoxy-4-(1,4-dioxa-8-azaspiro[4.5]decan-8-yl)quinoline-3-carbonyl)piperazin-1-yl)ethanone